FC1=CC(=CC=2C3=C(NC12)CCN(C3)C(=O)C3=NNC(=C3)C(F)(F)F)C(F)(F)F (6-fluoro-8-(trifluoromethyl)-1,3,4,5-tetrahydropyrido[4,3-b]indol-2-yl)-[5-(trifluoromethyl)-1H-pyrazol-3-yl]methanone